(2S,3S,4R,5R)-2-((R)-6-fluoro-5-(trifluoromethoxy)-1,3-dihydroisobenzofuran-1-yl)-5-(4-methyl-7H-pyrrolo[2,3-d]pyrimidin-7-yl)tetrahydrofuran-3,4-diol FC1=C(C=C2CO[C@H](C2=C1)[C@H]1O[C@H]([C@@H]([C@@H]1O)O)N1C=CC2=C1N=CN=C2C)OC(F)(F)F